N-trityl-morpholino-N'-benzoyl-adenine C(C1=CC=CC=C1)(C1=CC=CC=C1)(C1=CC=CC=C1)NC1=C2N=CN=C2N=C(N1C(C1=CC=CC=C1)=O)N1CCOCC1